C(N)(=O)C=1C=C(C=CC1C(F)(F)F)C#CC=1C=C(C(=O)N)C=C(C1)C(F)(F)F 3-((3-carbamoyl-4-(trifluoromethyl)phenyl)ethynyl)-5-(trifluoromethyl)benzamide